FC(CN1C(C2=CC=CC=C2C1=O)=O)(C(F)F)F 2-(2,2,3,3-tetrafluoropropyl)-1H-isoindole-1,3(2H)-dione